N-[(4-{[4-chloro-2-(trifluoromethoxy)phenyl]sulfamoyl}phenyl)methyl]-1H-pyrrolo[3,2-c]pyridine-2-carboxamide ClC1=CC(=C(C=C1)NS(=O)(=O)C1=CC=C(C=C1)CNC(=O)C1=CC=2C=NC=CC2N1)OC(F)(F)F